C(C)(=O)C=1C(=NC(=CC1)N1C=NC2=C1C=CC(=C2)NC=2N=NC(=CC2)OC2COC2)N2N=C(C=C2C)C#N 1-[3-acetyl-6-[5-[[6-(oxetan-3-yloxy)pyridazin-3-yl]amino]benzimidazol-1-yl]-2-pyridyl]-5-methyl-pyrazole-3-carbonitrile